CC1(C[C@@H](N(C1)C(C=C)=O)C#CC=1C=NC=CC1N1C=C(C=2C(NCCC21)=O)NC2=C(C(=CC=C2)F)OC)C (3-{2-[(2R)-4,4-dimethyl-1-(prop-2-enoyl)pyrrolidin-2-yl]ethynyl}pyridin-4-yl)-3-[(3-fluoro-2-methoxyphenyl)amino]-1H,5H,6H,7H-pyrrolo[3,2-c]pyridin-4-one